9-(1-((6-chloro-2-(2-(1-methylpiperidin-4-yl)-2H-tetrazol-5-yl)pyridin-3-yl)amino)ethyl)-N,N,4,7-tetramethyl-5-oxo-4,5-dihydroimidazo[1,5-a]quinazoline-3-carboxamide ClC1=CC=C(C(=N1)C=1N=NN(N1)C1CCN(CC1)C)NC(C)C=1C=C(C=C2C(N(C=3N(C12)C=NC3C(=O)N(C)C)C)=O)C